OCC=1N=C(SC1S(=O)(N)=NC(NC1=C2C(=NC3=C1CCC3)C(CC2)C)=O)C(C)(C)O 4-(hydroxymethyl)-2-(2-hydroxypropan-2-yl)-N'-((3-methyl-1,2,3,5,6,7-hexahydrodicyclopenta[b,e]pyridin-8-yl)carbamoyl)thiazole-5-sulfonimidamide